CC1=NC(=CC=C1N1N=NC(=C1)C(=O)NCC=1SC(=NN1)C1=CC=CC=C1)C 1-(2,6-dimethylpyridin-3-yl)-N-((5-phenyl-1,3,4-thiadiazol-2-yl)methyl)-1H-1,2,3-triazole-4-carboxamide